[Sn]=[Se].[Zn].[Ag] silver zinc tin selenide